3-[2-(3,4-dichlorophenoxy)acetamido]-N-{[5-(difluoromethoxy)pyridin-2-yl]methyl}bicyclo[1.1.1]pentane-1-carboxamide ClC=1C=C(OCC(=O)NC23CC(C2)(C3)C(=O)NCC3=NC=C(C=C3)OC(F)F)C=CC1Cl